CC1=CC=C(C=C1)S(=O)(=O)C1=CC=C(C#N)C=C1 4-[(4-methylphenyl)sulfonyl]benzonitrile